(5R,6S,7R)-2,2,3,3,6,9,9,10,10-nonamethyl-5-(prop-2-yn-1-yl)-7-vinyl-4,8-dioxa-3,9-disilaundecane CC(C)([Si](O[C@@H]([C@@H]([C@H](O[Si](C(C)(C)C)(C)C)C=C)C)CC#C)(C)C)C